5-[4-[3-(Aminomethyl)-3-fluoropyrrolidin-1-yl]-5,6-difluoro-8-(methylamino)-9H-pyrido[2,3-b]indol-3-yl]pyridin-3-carbonitril NCC1(CN(CC1)C1=C(C=NC=2NC3=C(C=C(C(=C3C21)F)F)NC)C=2C=C(C=NC2)C#N)F